2-cyclopentenyl acrylate C(C=C)(=O)OC1C=CCC1